4-(7-Cyanobenzo[b]thiophen-3-yl)-2-cyclopropyl-6-formyl-1,4-dihydropyridine-3,5-dicarboxylic acid dimethyl ester COC(=O)C1=C(NC(=C(C1C=1C2=C(SC1)C(=CC=C2)C#N)C(=O)OC)C=O)C2CC2